C1(CC1)C1=C(C=CC=C1)C=1C(=CC2=C(C(=C(O2)C)C(=O)NC(CO)(CO)C)C1)F 5-(2-cyclopropylphenyl)-N-(1,3-dihydroxy-2-methylpropan-2-yl)-6-fluoro-2-methylbenzofuran-3-carboxamide